C12CN(CC2C1)C(=O)C=1C=CC2=C(C(=C(O2)C)C(=O)OCC)C1 ethyl 5-(3-azabicyclo[3.1.0]hexane-3-carbonyl)-2-methylbenzofuran-3-carboxylate